(3-chloro-4-methylphenyl)-N-cyclohexyl-1H-pyrrolo[2,3-b]Pyridin-4-amine ClC=1C=C(C=CC1C)N1C=CC2=C1N=CC=C2NC2CCCCC2